N-[[4-[6-(4-benzyloxy-3,3-difluoro-but-1-ynyl)pyrrolo[2,1-f][1,2,4]triazin-4-yl]-2-fluoro-phenyl]methyl]-5-tert-butyl-1,2,4-oxadiazole-3-carboxamide C(C1=CC=CC=C1)OCC(C#CC=1C=C2C(=NC=NN2C1)C1=CC(=C(C=C1)CNC(=O)C1=NOC(=N1)C(C)(C)C)F)(F)F